3,7-bis(dimethylamino)phenothiazine Chloride [Cl-].CN(C=1C=CC=2NC3=CC=C(C=C3SC2C1)N(C)C)C